6-(3-chloropropoxy)quinoline-4-carboxylic acid ClCCCOC=1C=C2C(=CC=NC2=CC1)C(=O)O